9,9',9'',9'''-(4-(4,6-diphenylpyrimidin-2-yl)-6-(2,6-diphenylpyrimidin-4-yl)benzene-1,2,3,5-tetrayl)tetrakis(9H-carbazole) C1(=CC=CC=C1)C1=NC(=NC(=C1)C1=CC=CC=C1)C1=C(C(=C(C(=C1N1C2=CC=CC=C2C=2C=CC=CC12)C1=NC(=NC(=C1)C1=CC=CC=C1)C1=CC=CC=C1)N1C2=CC=CC=C2C=2C=CC=CC12)N1C2=CC=CC=C2C=2C=CC=CC12)N1C2=CC=CC=C2C=2C=CC=CC12